C(C1=CC=CC=C1)OC1=C(N(N=C1C)CC)C=1OC(=C(N1)C1=NC(=CC2=C1C=NN2C)C(=O)NCC2=C(C=C(C=C2)OC)OC)C#N 4-[2-(4-benzyloxy-2-ethyl-5-methyl-pyrazol-3-yl)-5-cyano-oxazol-4-yl]-N-[(2,4-dimethoxyphenyl)methyl]-1-methyl-pyrazolo[4,3-c]pyridine-6-carboxamide